(S)-6-(1-amino-1,3-dihydro-spiro[inden-2,4'-piperidin]-1'-yl)-3-(1-(2,3-dihydro-benzo[b][1,4]dioxin-6-yl)vinyl)-1,5-dihydro-4H-pyrazolo[3,4-d]pyrimidin-4-one N[C@@H]1C2=CC=CC=C2CC12CCN(CC2)C=2NC(C1=C(N2)NN=C1C(=C)C1=CC2=C(OCCO2)C=C1)=O